6-Cyclopropyl-N-[(3S)-9-fluoro-2-oxo-5-phenyl-2,3-dihydro-1H-1,4-benzodiazepin-3-yl]-2-(2-fluorophenyl)-5H,6H,7H-pyrazolo[3,2-b][1,3]oxazine-3-carboxamide C1(CC1)C1CN2C(OC1)=C(C(=N2)C2=C(C=CC=C2)F)C(=O)N[C@@H]2C(NC1=C(C(=N2)C2=CC=CC=C2)C=CC=C1F)=O